quinolin-3(2H)-one N=1CC(C=C2C=CC=CC12)=O